BrC1=C(C=C(C(=C1)[N+](=O)[O-])F)OC 1-bromo-4-fluoro-2-methoxy-5-nitro-benzene